C1(=CC=CC=C1)C=CC=CC(=O)O.C1(=CC=CC=C1)CC(=O)NN phenylacetyl-hydrazine 5-phenyl-2,4-pentadienoate